3-fluoro-4-((2-(1-methyl-1H-pyrazol-4-yl)thieno[3,2-b]pyridin-7-yl)oxy)aniline FC=1C=C(N)C=CC1OC1=C2C(=NC=C1)C=C(S2)C=2C=NN(C2)C